C(C)SC1=NN2C(N=CC=C2)=C1C1=NC2=C(C=NC(=C2)C(F)(F)F)N1C 2-(2-(ethylthio)pyrazolo[1,5-a]pyrimidin-3-yl)-3-methyl-6-(trifluoromethyl)-3H-imidazo[4,5-c]pyridine